N-(2-{8-[(2-cyano-2-methylideneethyl)amino]-7-methoxynaphthalen-2-yl}pyridin-4-yl)acetamide C(#N)C(CNC=1C(=CC=C2C=CC(=CC12)C1=NC=CC(=C1)NC(C)=O)OC)=C